ClC1=C(OC(C(=O)O)(C)C)C=C(C(=C1)C(NC)=O)OC[C@H](CN1CCC2(CC1)OC1=C(C2)C=C(C=C1)Cl)O 2-{2-chloro-5-[(2S)-3-{5-chloro-3H-spiro[1-benzofuran-2,4'-piperidin]-1'-yl}-2-hydroxypropoxy]-4-(methylcarbamoyl)phenoxy}-2-methylpropanoic acid